COC(=O)C1=CC2=C(N(C(=N2)C2=CC=3C(=NC(=CC3)[C@@H](C)NC(=O)OC(C)(C)C)N2)C)C=C1F.BrC1=CC(=C(C=C1)OC(F)(F)F)C 4-bromo-2-methyl-1-(trifluoromethoxy)benzene methyl-(R)-2-(6-(1-((tert-butoxycarbonyl)amino)ethyl)-1H-pyrrolo[2,3-b]pyridin-2-yl)-6-fluoro-1-methyl-1H-benzo[d]imidazole-5-carboxylate